BrC=1C=C(C(=O)NO)C=C(C1)C 3-Bromo-N-hydroxy-5-methylbenzamide